7-(((3r,4r)-3-hydroxy-4-(hydroxymethyl)pyrrolidin-1-yl)methyl)-3H-pyrrolo[3,2-d]pyrimidin-4(5H)-one O[C@H]1CN(C[C@@H]1CO)CC1=CNC2=C1N=CNC2=O